ClC=1C=NN(C1C1=NN2C(N(C(CC2)=O)CC2=CC=C(C=C2)C=2N(C=C(N2)C(F)(F)F)CC)=C1)C(COC)C 2-(4-chloro-1-(1-methoxypropan-2-yl)-1H-pyrazol-5-yl)-4-(4-(1-ethyl-4-(trifluoromethyl)-1H-imidazol-2-yl)benzyl)-6,7-dihydropyrazolo[1,5-a]pyrimidin-5(4H)-one